NC1=CC(=C(C=C1)N1CCC(CC1)=CC1=C2CCN(CC2=C(C=C1)F)C(=O)OCC1=CC=CC=C1)F benzyl 5-[[1-(4-amino-2-fluoro-phenyl)-4-piperidylidene]methyl]-8-fluoro-3,4-dihydro-1H-isoquinoline-2-carboxylate